(Fluoro)-4,4'-diaminobiphenyl FC1=C(C=CC(=C1)N)C1=CC=C(C=C1)N